methyl 3-((Boc) amino)-4-iodobenzoate C(=O)(OC(C)(C)C)NC=1C=C(C(=O)OC)C=CC1I